C12N(CC(CC1)C2)C2=C(N)C=CC=C2Cl 2-(2-azabicyclo[2.2.1]heptan-2-yl)-3-chloro-aniline